CC1=C(C(=CC=C1)C)N(C(=O)C=1S(CC(C1)=O)(=O)=O)CC(=O)NC1=CC=C(C=C1)C1=NOC=N1 N-(2,6-dimethylphenyl)-N-(2-{[4-(1,2,4-oxadiazol-3-yl)phenyl]amino}-2-oxoethyl)-1,1-dioxothiophen-4-onecarboxamide